5-CHLORO-3-ETHYL-1-(7H-PURIN-6-YL)-1H-PYRAZOLE-4-CARBALDEHYDE ClC1=C(C(=NN1C1=C2NC=NC2=NC=N1)CC)C=O